ClC=1C=C(C=C(C1)NC(C=C)=O)C1=CC=C2C=NC(=NC2=C1)C(=O)N 7-[3-chloro-5-(prop-2-enamido)phenyl]quinazoline-2-carboxamide